3,6-dimethyl-8-(4,5,6,7-tetrahydrobenzo[d]thiazol-2-yl)quinazolin-4(3H)-one CN1C=NC2=C(C=C(C=C2C1=O)C)C=1SC2=C(N1)CCCC2